C(C1=CC=CC=C1)C1=NBC2=C1C=CC=C2 benzylbenzoborazole